3-{[(4-amino-6-chloropyridazin-3-yl)oxy]methyl}phenol NC1=C(N=NC(=C1)Cl)OCC=1C=C(C=CC1)O